(2-fluorobenzyloxy)benzylidene-3-cyclopentyl-thiazolidine-2,4-dione FC1=C(COC(C2=CC=CC=C2)=C2C(N(C(S2)=O)C2CCCC2)=O)C=CC=C1